[C@@H]1(C[C@H](O)[C@@H](CO)O1)N1C(=O)NC(=O)C(C)=C1 trans-thymidine